2-chloro-4-(5,5-dimethyl-1,3,2-dioxaborinan-2-yl)-6-methyl-1-tosyl-1,6-dihydro-7H-pyrrolo[2,3-c]pyridin-7-one ClC1=CC2=C(C(N(C=C2B2OCC(CO2)(C)C)C)=O)N1S(=O)(=O)C1=CC=C(C)C=C1